C(C)(C)(C)C1=CC=C2C(NS(C=3C=CC=C(NC(CC[C@H]4CC(N(C2=C1)C4)(C)C)C4=NC=CC(=C4)C(C)(C)C)N3)(=O)=O)=O (14S)-8-tert-butyl-17-(4-tert-butylpyridin-2-yl)-12,12-dimethyl-2λ6-thia-3,11,18,23-tetraazatetracyclo[17.3.1.111,14.05,10]tetracosa-1(23),5,7,9,19,21-hexaene-2,2,4-trione